6-chloro-3-(((1R)-1-(2-cyano-3-(4-(2-(2,2-difluorocyclopropyl)acetyl)piperazin-1-yl)-7-methylquinoxalin-5-yl)ethyl)amino)picolinic acid ClC1=CC=C(C(=N1)C(=O)O)N[C@H](C)C1=C2N=C(C(=NC2=CC(=C1)C)C#N)N1CCN(CC1)C(CC1C(C1)(F)F)=O